O.C(C)(=O)[O-].[Cr+3].C(C)(=O)[O-].C(C)(=O)[O-] chromium acetate hydrate